ClC=1C=C2C(=CC1)N(C(C21CCN(CC1)CC=1C=NN(C1)CCS(=O)(=O)C)=O)CCO 5-chloro-1-(2-hydroxyethyl)-1'-[[1-(2-methylsulfonylethyl)pyrazol-4-yl]methyl]spiro[indoline-3,4'-piperidine]-2-one